C(C)(C)(C)OC(=O)N1C2CNCC1(C2)C2CCCCC2 cyclohexyl-3,6-diazabicyclo[3.1.1]heptane-6-carboxylic acid tert-butyl ester